isopropyl-amine 2-(alpha-n-pentanonyl)benzoate C(CCCC)(=O)C1=C(C(=O)O)C=CC=C1.C(C)(C)N